ClC1=C(C=CC=C1)C1=NC=2N(C(N(C(C2N1C1=CC=C(C=C1)Cl)=O)CC(=O)N)=O)[C@@H](C)C1CCS(CC1)(=O)=O 2-[8-(2-chlorophenyl)-7-(4-chlorophenyl)-3-[(1S)-1-(1,1-dioxo-1λ6-thian-4-yl)ethyl]-2,6-dioxopurin-1-yl]acetamide